ClC=1C=C(C2=C(C(=CO2)COC2=C(C=CC=C2)CC(=O)OCC)C1)NCC(C)C ethyl 2-(2-((5-chloro-7-(isobutylamino)benzofuran-3-yl)methoxy)phenyl)acetate